ethyl 2-(2-((5-bromo-7-(trifluoromethyl)benzofuran-3-yl)methoxy)phenyl)acetate BrC=1C=C(C2=C(C(=CO2)COC2=C(C=CC=C2)CC(=O)OCC)C1)C(F)(F)F